CN(CCN1N=C(C=C1C)C1=NN2C(N=C(C=C2N2CCOCC2)N2N=C(C=C2)C2=NC(=CC=C2)C)=C1)C N,N-dimethyl-2-[5-methyl-3-[5-[3-(6-methyl-2-pyridyl)pyrazol-1-yl]-7-morpholino-pyrazolo[1,5-a]pyrimidin-2-yl]pyrazol-1-yl]ethanamine